C1(=CC(=CC(=C1)OCCCCCCOC1=CC=C2C=CC(OC2=C1)=O)OCCCCCCOC1=CC=C2C=CC(OC2=C1)=O)OCCCCCCOC1=CC=C2C=CC(OC2=C1)=O 7,7',7''-(((benzene-1,3,5-triyltris(oxy))tris(hexane-6,1-diyl))tris(oxy))tris(2H-chromen-2-one)